1-benzhydryl-3-(1-methylpyrazol-4-yl)azetidin-3-amine C(C1=CC=CC=C1)(C1=CC=CC=C1)N1CC(C1)(N)C=1C=NN(C1)C